Cl.N[C@@H](CCC(=O)N)[C@@H](C)OCC1=CC=C(C=C1)CCCOCCCCCC1=CC=CC=2N(C(N(C21)C)=O)C2C(NC(CC2)=O)=O (4S,5R)-4-amino-5-([4-[3-([5-[1-(2,6-dioxopiperidin-3-yl)-3-methyl-2-oxo-1,3-benzodiazol-4-yl]pentyl]oxy)propyl]phenyl]meth-oxy)hexanamide hydrochloride